COC1=CC=C(OC2=C3C=NNC3=C(C=C2)S(=O)(=O)C(F)(F)F)C=C1 4-(p-methoxyphenoxy)-7-(trifluoromethylsulfonyl)-1H-indazole